ClC=1C=C(C=CC1Cl)NC(=O)C1CCC(CC1)N1C(C2=CC=CC(=C2C1)C)=O (1s,4s)-N-(3,4-Dichlorophenyl)-4-(4-methyl-1-oxoisoindolin-2-yl)cyclohexanecarboxamide